COC(=O)C1=NC=C(C(=C1)C)C=1C=2N(C3=CC(=NC=C3C1)NC(=O)OC(C)(C)C)N=CN2 5-{8-[(tert-butoxycarbonyl)amino]-[1,2,4]triazolo[1,5-a]1,6-naphthyridin-4-yl}-4-methylpyridin-2-carboxylic acid methyl ester